ClC=1C=CC(=NC1C(F)F)C=N[S@](=O)C(C)(C)C (R)-N-((5-chloro-6-(difluoromethyl)pyridin-2-yl)methylene)-2-methylpropane-2-sulfinamide